4-(3,5-bis(4-methylpiperazin-1-yl)phenoxy)-N-(3-(5-chloro-1H-indol-3-yl)propyl)benzenesulfonamide CN1CCN(CC1)C=1C=C(OC2=CC=C(C=C2)S(=O)(=O)NCCCC2=CNC3=CC=C(C=C23)Cl)C=C(C1)N1CCN(CC1)C